4-(trifluoromethyl)-1H-pyrrole-1-carboxylic acid tert-butyl ester C(C)(C)(C)OC(=O)N1C=CC(=C1)C(F)(F)F